N-ethyl-5-(8-fluoro-2-methylimidazo[1,2-a]pyridin-6-yl)-N-(2,2,6,6-tetramethylpiperidin-4-yl)[1,3]thiazolo[5,4-d]pyrimidin-2-amine C(C)N(C=1SC=2N=C(N=CC2N1)C=1C=C(C=2N(C1)C=C(N2)C)F)C2CC(NC(C2)(C)C)(C)C